6-(azetidin-1-yl)quinoline-2-carboxylic acid N1(CCC1)C=1C=C2C=CC(=NC2=CC1)C(=O)O